7-chloro-3-((4-hydroxy-1-(3-phenylbutyryl)piperidin-4-yl)methyl)quinazolin-4(3H)-one ClC1=CC=C2C(N(C=NC2=C1)CC1(CCN(CC1)C(CC(C)C1=CC=CC=C1)=O)O)=O